(2S)-2-[[(tert-butoxy)carbonyl]amino]-3-[6-(oxacyclohex-4-yl)pyridin-3-yl]propanoic acid C(C)(C)(C)OC(=O)N[C@H](C(=O)O)CC=1C=NC(=CC1)C1CCOCC1